potassium isopropoxide salt CC([O-])C.[K+]